N1CC(C1)C1=NC=CC=C1 2-(azetidin-3-yl)pyridine